COC(=O)C=1C=NN2C1C(=C(C=C2)Cl)OC.C(=C)NC=O N-Vinyl-formamide Methyl-5-chloro-4-methoxy-pyrazolo[1,5-a]pyridine-3-carboxylate